C1(=CC=CC=C1)C1(CCC1)NC1CNC1 N-(1-phenylcyclobutyl)-3-azetidineamine